(((S)-1-methylpyrrolidin-2-yl)methoxy)quinazoline CN1[C@@H](CCC1)COC1=NC2=CC=CC=C2C=N1